9-(2-aminoethyl)-N-(3,4-dichlorophenyl)acridin-2-amine NCCC=1C2=CC=CC=C2N=C2C=CC(=CC12)NC1=CC(=C(C=C1)Cl)Cl